methyl 2-((2-formylphenoxy)methyl)benzoate C(=O)C1=C(OCC2=C(C(=O)OC)C=CC=C2)C=CC=C1